5-(imidazo[1,2-b]pyridazin-6-yl)-N-(cis-4-(4-methylpiperazin-1-yl)cyclohexyl)pyrrolo[2,1-f][1,2,4]triazin-2-amine N=1C=CN2N=C(C=CC21)C=2C=CN1N=C(N=CC12)N[C@@H]1CC[C@@H](CC1)N1CCN(CC1)C